N-(2-Chloro-4-((methyl-d3)thio)phenyl)-2-(2-(2,3-dihydrobenzofuran-5-yl)-5-ethyl-7-oxo-6-(piperazin-1-yl)-[1,2,4]triazolo[1,5-a]pyrimidin-4(7H)-yl)acetamide ClC1=C(C=CC(=C1)SC([2H])([2H])[2H])NC(CN1C=2N(C(C(=C1CC)N1CCNCC1)=O)N=C(N2)C=2C=CC1=C(CCO1)C2)=O